C(#N)C=1N(C(C2=C(N1)C=C(N2)C=2C=CC(=NC2)NS(=O)(=O)C2=CC(=CC=C2)OC)=O)CCC N-[5-(2-cyano-4-oxo-3-propyl-4,5-dihydro-3H-pyrrolo[3,2-d]pyrimidin-6-yl)-pyridin-2-yl]-3-methoxy-benzenesulfonamide